6-((4-(oxetan-3-yl)piperazin-1-yl)methyl)quinolin O1CC(C1)N1CCN(CC1)CC=1C=C2C=CC=NC2=CC1